O1C(OCC1)C1CCN(CC1)C1=NC=C(C=C1)[N+](=O)[O-] 2-(4-(1,3-dioxolan-2-yl)piperidin-1-yl)-5-nitropyridine